2,3-dichloro-5-fluoro-mesitylene ClC1C(=CC(CC1(C)Cl)(C)F)C